OC(CC(C(=O)O)C)C 2-hydroxy-2-methylethyl-propionic acid